Methyl 4-amino-1-benzyl-1H-pyrazole-5-carboxylate NC=1C=NN(C1C(=O)OC)CC1=CC=CC=C1